Cl.FC(C(CCOC)N)(F)F 1,1,1-trifluoro-4-methoxybutan-2-amine hydrochloride